2,4,6-tribromophenylmaleimide BrC1=C(C(=CC(=C1)Br)Br)C=1C(=O)NC(C1)=O